OC1=C(C=CC(=C1)O)C(\C=C\C1=CC(=C(C=C1)OC)COC1=C(C=CC=C1)[N+](=O)[O-])=O (E)-1-(2,4-Dihydroxyphenyl)-3-[4-methoxy-3-[(2-nitrophenoxy)methyl]phenyl]prop-2-en-1-one